FC(C1(CC1)NC(C)=O)(F)F N-[1-(trifluoromethyl)cyclopropyl]acetamide